N-[1-Methyl-3-(trifluoromethyl)pyrazol-4-yl]sulfonyl-6-[3-[2-[1-(trifluoromethyl)cyclopropyl]ethoxy]pyrazol-1-yl]-2-[(4S)-2,2,4-trimethylpyrrolidin-1-yl]pyridine-3-carboxamide CN1N=C(C(=C1)S(=O)(=O)NC(=O)C=1C(=NC(=CC1)N1N=C(C=C1)OCCC1(CC1)C(F)(F)F)N1C(C[C@@H](C1)C)(C)C)C(F)(F)F